1-Benzyl-5-methyl-6-nitro-1',3'-dihydro-1H-spiro[2,1-benzothiazol-3,2'-inden]-2,2-dioxid C(C1=CC=CC=C1)N1S(C2(CC3=CC=CC=C3C2)C2=C1C=C(C(=C2)C)[N+](=O)[O-])(=O)=O